CC1(C2CN(C(C12)C(=O)N)C([C@H]([C@@H](C)OC1(CCC1)C)NC(C(F)(F)F)=O)=O)C 6,6-dimethyl-3-[(2S,3R)-3-(1-methylcyclobutoxy)-2-[(2,2,2-trifluoroacetyl)amino]butanoyl]-3-azabicyclo[3.1.0]hexane-2-carboxamide